6-bromo-3-(cyclopropylmethyl)quinazolin-4(3H)-one BrC=1C=C2C(N(C=NC2=CC1)CC1CC1)=O